7-hydroxy-7-(trifluoromethyl)-4-azaspiro[2.5]octane-4-carboxamide OC1(CCN(C2(CC2)C1)C(=O)N)C(F)(F)F